1,2,3,5-tetrahydro-1,4-benzoxazepine O1CCNCC2=C1C=CC=C2